C(C)(C)(C)C=1C=2N(N=CC1C(=O)OCC)C=C(C2)C ethyl 4-tert-butyl-6-methylpyrrolo[1,2-b]pyridazine-3-carboxylate